(R)-N-((S)-1'-(4-cyano-6-methylpyrimidin-2-yl)-1,3-dihydrospiro[inden-2,4'-piperidin]-1-yl)-2-methylpropane-2-sulfinamide C(#N)C1=NC(=NC(=C1)C)N1CCC2(CC1)[C@@H](C1=CC=CC=C1C2)N[S@](=O)C(C)(C)C